NC1=C(C=CC(=C1)N1CC2=CC(=CC=C2CC1)F)NC(OCC)=O ethyl (2-amino-4-(7-fluoro-3,4-dihydroisoquinolin-2(1H)-yl)phenyl)carbamate